N-(6-fluoro-2,3-dihydro-1H-inden-5-yl)acetamide FC1=C(C=C2CCCC2=C1)NC(C)=O